IC=1C=CC(=C(C(=O)NC2=CC=C(C=C2)S(=O)(=O)N2CCC(CC2)CCC(C)C)C1)N(S(=O)(=O)C)C 5-iodo-N-(4-((4-isopentylpiperidin-1-yl)sulfonyl)phenyl)-2-(N-methylmethyl-sulfonamido)benzamide